C(C)(C)(C)NC1=NC(=NC(=N1)SC)NC1CC1 N'-tert-butyl-N-cyclopropyl-6-(methylthio)-1,3,5-triazine-2,4-diamine